C(#N)C1=CC2=C(N(C(N=C2N2C[C@H](N(C[C@@H]2C)C(=O)[O-])C)=O)C=2C(=NC=CC2C)C(C)C)N=C1C1=CCCCC1 (2R,5S)-4-(6-cyano-7-(cyclohex-1-en-1-yl)-1-(2-isopropyl-4-methylpyridine-3-yl)-2-oxo-1,2-dihydropyrido[2,3-d]pyrimidin-4-yl)-2,5-dimethylpiperazine-1-carboxylate